[Bi+3].[Cl-].[Cl-].[Cl-] Chloride Bismuth Salt